C1=NC=CC2=C(C=CC=C12)NC12CC(C1)(C2)N N1-(isoquinolin-5-yl)bicyclo[1.1.1]pentane-1,3-diamine